perfluoro(2,7-dimethyloctane) FC(C(C(C(C(C(C(C(F)(F)F)(C(F)(F)F)F)(F)F)(F)F)(F)F)(F)F)(C(F)(F)F)F)(F)F